iridium ammonium salt [NH4+].[Ir+3]